(3-Nitro-5,6,7,8-tetrahydroquinolin-5-yl)carbamic acid benzyl ester C(C1=CC=CC=C1)OC(NC1C=2C=C(C=NC2CCC1)[N+](=O)[O-])=O